C[Si](CCOCN1C=CC=2C=NC(=CC21)N)(C)C 1-{[2-(trimethylsilyl)ethoxy]Methyl}pyrrolo[3,2-c]Pyridin-6-amine